O1C(CCCCCCC\C=C/CC1)=O (Z)-oxacyclotridec-10-en-2-one